N-(2-{4-Amino-1-tert-butyl-1H-pyrazolo[3,4-d]pyrimidin-3-yl}-1H-indol-6-yl)acetamide NC1=C2C(=NC=N1)N(N=C2C=2NC1=CC(=CC=C1C2)NC(C)=O)C(C)(C)C